FC1=C(C=C(C(=C1)OC)S(=O)(=O)N1C=CC2=CC=C(C=C12)F)N1C(NC=2C(C1=O)=C(SC2)C(=O)O)=O 3-(2-fluoro-5-((6-fluoro-1H-indol-1-yl)sulfonyl)-4-methoxyphenyl)-2,4-dioxo-1H-thieno[3,4-d]pyrimidine-5-carboxylic acid